OC1=NC=CC=C1.[Eu] europium 2-hydroxypyridine